4,8-dimethyldecan-4,9-dienal CC(CCC=O)=CCCC(C=C)C